(2S,4R)-1-(2-(3-acetyl-5-(2-methylpyrimidin-5-yl)-1H-indazol-1-yl)acetyl)-4-fluoro-N-(((S)-1-methylpyrrolidin-3-yl)methyl)pyrrolidine-2-carboxamide C(C)(=O)C1=NN(C2=CC=C(C=C12)C=1C=NC(=NC1)C)CC(=O)N1[C@@H](C[C@H](C1)F)C(=O)NC[C@H]1CN(CC1)C